[6-(4,4,5,5-tetramethyl-[1,3,2]dioxaborolan-2-yl)-naphthalen-2-yloxy]-acetic acid ethyl ester C(C)OC(COC1=CC2=CC=C(C=C2C=C1)B1OC(C(O1)(C)C)(C)C)=O